The molecule is a hydroxyglutaryl-CoA that results from the formal condensation of the thiol group of coenzyme A with the carboxy group of (R)-2-hydroxyglutaric acid. It has a role as a bacterial xenobiotic metabolite. It is a conjugate acid of a (R)-2-hydroxyglutaryl-CoA(5-). CC(C)(COP(=O)(O)OP(=O)(O)OC[C@@H]1[C@H]([C@H]([C@@H](O1)N2C=NC3=C(N=CN=C32)N)O)OP(=O)(O)O)[C@H](C(=O)NCCC(=O)NCCSC(=O)[C@@H](CCC(=O)O)O)O